2-(4-carboxy-2,5-dihydroxybenzoylamino)pyridine-3,5-dicarboxylic acid C(=O)(O)C1=CC(=C(C(=O)NC2=NC=C(C=C2C(=O)O)C(=O)O)C=C1O)O